C(#N)C1(CCN(CC1)C(=O)OC(C)(C)C)CC1=C(C=CC(=C1)F)F tert-butyl 4-cyano-4-(2,5-difluorobenzyl)piperidine-1-carboxylate